[Br-].C1(=CC=CC=C1)[P+](CCCC1=CC=CC=C1)(C1=CC=CC=C1)C1=CC=CC=C1 triphenyl(3-phenylpropyl)phosphonium bromide